N[C@@H]1CN(CCC1)C(=O)N1CCN(CC1)C(=O)C1=C(C=C(C=C1)NC(=O)C=1N(C(=CN1)C=1C(=NN(C1)CC#C)C(F)(F)F)C)Cl N-[4-[4-[(3S)-3-aminopiperidine-1-carbonyl]piperazine-1-carbonyl]-3-chlorophenyl]-1-methyl-5-[1-prop-2-ynyl-3-(trifluoromethyl)pyrazol-4-yl]imidazole-2-carboxamide